C(CNC(CCCCCCCCCCCCC)=O)NC(CCCCCCCCCCCCC)=O N,N'-ethylenebis(myristamide)